O1C=NC(=C1)C(C)O 1-(1,3-oxazol-4-yl)ethanol